FC1=CC(=C(C=C1NC(C1=CN=C(C=C1)C(F)(F)F)=O)C=1C=C(C=NC1)C1=CC(=NC=C1)NC(OC)=O)C methyl (5-(4-fluoro-2-methyl-5-(6-(trifluoromethyl)nicotinamido)phenyl)-[3,4'-bipyridin]-2'-yl)carbamate